Nickel-Zirconium [Zr].[Ni]